CN(C1=CC=C(C=C1)C1=CC(=CC=C1)NC(N(C)C)=O)C 3-(4'-(Dimethylamino)-[1,1'-biphenyl]-3-yl)-1,1-dimethylurea